5-chloro-3-(4-chloro-6-(piperidin-3-yl)pyridin-2-yl)pyrazolo[1,5-a]pyridine ClC1=CC=2N(C=C1)N=CC2C2=NC(=CC(=C2)Cl)C2CNCCC2